BrC1=C(C=CC=C1)[N+]#[C-] 2-BROMOPHENYLISOCYANIDE